C(C)(C)(C)OC(=O)N1C[C@@H]([C@H](CC1)OCC1CC(C1)C1=CC=CC=2NC(N(C21)C)=O)F (3S,4S)-3-fluoro-4-[[3-(3-methyl-2-oxo-1H-benzoimidazol-4-yl)cyclobutyl]methoxy]piperidine-1-carboxylic acid tert-butyl ester